tert-butyl 4-(2-(4-(1-(2,6-dioxopiperidin-3-yl)-3-methyl-2-oxo-2,3-dihydro-1H-benzo[d]imidazol-5-yl)piperidin-1-yl)-2-oxoethyl)piperidine-1-carboxylate O=C1NC(CCC1N1C(N(C2=C1C=CC(=C2)C2CCN(CC2)C(CC2CCN(CC2)C(=O)OC(C)(C)C)=O)C)=O)=O